C(C)(C)(C1=CC=CC=C1)C1=C(OC2=C(C=CC=C2[N+](=O)[O-])[N+](=O)[O-])C=CC(=C1)C(C)(C)C1=CC=CC=C1 2,4-dicumylphenoxy-1,3-dinitrobenzene